perfluoro-isobutyraldehyde FC(C=O)(C(F)(F)F)C(F)(F)F